bis[3-(3-aminophenoxy) phenyl] ketone NC=1C=C(OC=2C=C(C=CC2)C(=O)C2=CC(=CC=C2)OC2=CC(=CC=C2)N)C=CC1